(R)-11-[2-[2-[(diethylamino)methyl]-1-piperidinyl]acetyl]-5,11-dihydro-6H-pyrido[2,3-b][1,4]benzodiazepine C(C)N(CC)C[C@@H]1N(CCCC1)CC(=O)N1C2=C(NCC3=C1C=CC=C3)C=CC=N2